methyl 5-chloro-3-(2,5-difluorobenzenesulfonylamino)-2-fluorobenzoate ClC=1C=C(C(=C(C(=O)OC)C1)F)NS(=O)(=O)C1=C(C=CC(=C1)F)F